(R)-N-ethyl-5-fluoro-N-isopropyl-2-((5-(2-(2-methyl-6-(methylamino)hex-3-yl)-2,6-diazaspiro[3.4]oct-6-yl)-1,2,4-triazin-6-yl)oxy)benzamide C(C)N(C(C1=C(C=CC(=C1)F)OC1=C(N=CN=N1)N1CC2(CN(C2)[C@@H](C(C)C)CCCNC)CC1)=O)C(C)C